4-(o-tolyl)-1H-imidazol C1(=C(C=CC=C1)C=1N=CNC1)C